NC1=C(C2=C(S1)C(=CC=C2C2=C(C=C1C(=NC(=NC1=C2F)OC[C@]21CCCN1C[C@@H](C2)F)N2CC1(CNC1)CCCC2)Cl)F)C#N 2-amino-4-(6-chloro-8-fluoro-2-(((2R,7aS)-2-fluorotetrahydro-1H-pyrrolizin-7a(5H)-yl)methoxy)-4-(2,6-diazaspiro[3.6]decan-6-yl)quinazolin-7-yl)-7-fluorobenzo[b]thiophene-3-carbonitrile